FC1([C@H](CN(C1)C)N(C(=O)N1[C@H](C2=CC=CC=C2CC1)C1=CC=C(C=C1)F)C)F (S)-N-((S)-4,4-difluoro-1-methylpyrrolidin-3-yl)-1-(4-fluorophenyl)-N-methyl-3,4-dihydroisoquinoline-2(1H)-carboxamide